N[C@@H](CO)C(=O)OCC ethyl serinate